1-Amino-3,6,9-trioxa-11-undecanol NCCOCCOCCOCCO